2-(5-methyl-5-vinyltetra-hydro-2-furanyl)-2-propanol CC1(CCC(O1)C(C)(C)O)C=C